4-(4-(4-((1S,4S)-2-oxa-5-azabicyclo[2.2.1]heptan-5-yl)-3-fluorophenyl)quinazolin-6-yl)pyridin-2-amine [C@@H]12OC[C@@H](N(C1)C1=C(C=C(C=C1)C1=NC=NC3=CC=C(C=C13)C1=CC(=NC=C1)N)F)C2